O.NC1=NC=2C=CC=CC2C2=C1N=C(N2CC(C)C)C(O)CCCC.NC2=NC=1C=CC=CC1C1=C2N=C(N1CC(C)C)C(O)CCCC 4-amino-α-butyl-1-(2-methylpropyl)-1H-imidazo-[4,5-c]-quinoline-2-methanol hemihydrate